FURAN-DI-CARBOXYLIC ACID O1C(=C(C=C1)C(=O)O)C(=O)O